C(C)(=O)NCCCC[C@@H](C(=O)NC)NC(OCC1=CC=CC=C1)=O (S)-benzyl (6-acetamido-1-(methylamino)-1-oxohexan-2-yl)carbamate